Ethyl 6-chloro-1-(tetrahydro-2H-pyran-2-yl)-1H-pyrazolo[3,4-b]pyridine-4-carboxylate ClC=1C=C(C2=C(N1)N(N=C2)C2OCCCC2)C(=O)OCC